(2S,3R)-2-(benzyloxycarbonylamino)-3-(1-ethoxycarbonylcyclopropoxy)butanoic acid C(C1=CC=CC=C1)OC(=O)N[C@H](C(=O)O)[C@@H](C)OC1(CC1)C(=O)OCC